NCCNCCC[Si](OC)(OC)OC [3-(2-aminoethyl)aminopropyl]trimethoxysilane